7-bromo-3,3-dimethyl-2,3-dihydropyrazolo[5,1-b]oxazole BrC=1C=NN2C1OCC2(C)C